ClC=1SC(=CN1)N1N=C(C=C1)CC(=O)NC1=NNC(=C1)C1CC1 2-[1-(2-chloro-1,3-thiazol-5-yl)-1H-pyrazol-3-yl]-N-(5-cyclopropyl-1H-pyrazol-3-yl)acetamide